tert-butyl ((3R,4S)-3-hydroxypiperidin-4-yl)carbamate O[C@@H]1CNCC[C@@H]1NC(OC(C)(C)C)=O